CC(COCC(C)(NC=1C2=C(N=C(N1)C1=CC=NC=C1)C=NC=C2)C)(C)O 2-methyl-1-(2-methyl-2-((2-(pyridin-4-yl)pyrido[3,4-d]pyrimidin-4-yl)amino)propoxy)propan-2-ol